C(C)OC(=O)C=1N=CSC1NC=1NC=2N(C(C1C1=CC=C(C=C1)OC)=O)N=C(C2C2=CC=CC=C2)C2=CC=CC=C2 5-((6-(4-methoxyphenyl)-7-oxo-2,3-diphenyl-4,7-dihydropyrazolo[1,5-a]pyrimidin-5-yl)amino)thiazole-4-carboxylic acid ethyl ester